ClC=1N=C(C2=C(N1)C=NN2C)N(C)C 5-chloro-N,N,1-trimethyl-1H-pyrazolo[4,3-d]pyrimidin-7-amine